7-amino-3H-[1,2,3]Triazolo[4,5-d]Pyrimidine NC=1C2=C(N=CN1)NN=N2